BrC1=C(C=C2C(=CC(N(C2=C1)C=1C(=NC=CC1C)C(C)C)=O)N1C[C@@H](N(CC1)C(=O)OC(C)(C)C)C)F tert-butyl (2S)-4-[7-bromo-6-fluoro-1-(2-isopropyl-4-methyl-3-pyridinyl)-2-oxo-4-quinolinyl]-2-methyl-piperazine-1-carboxylate